NCC(C)OC1=C(C(=O)OC)C=C(C=C1Br)CO[Si](C1=CC=CC=C1)(C1=CC=CC=C1)C(C)(C)C methyl 2-((1-aminopropan-2-yl)oxy)-3-bromo-5-(((tert-butyldiphenylsilyl)oxy)methyl)benzoate